C(C)(C)S(=O)(=O)C=1C=C(C(=O)O)C=CC1 3-(isopropylsulfonyl)benzoic acid